NC=1C=CC(=C2C(=NN(C12)CC(F)F)N(S(=O)(=O)C1CC1)CC1=CC=C(C=C1)OC)Cl N-(7-amino-4-chloro-1-(2,2-difluoroethyl)-1H-indazol-3-yl)-N-(4-methoxybenzyl)cyclopropanesulfonamide